(4-(3,4-difluoro-2-(trifluoromethyl)phenyl)piperidin-1-yl)(1,4,5,6-tetrahydropyrrolo[3,4-c]pyrazol-3-yl)methanone FC=1C(=C(C=CC1F)C1CCN(CC1)C(=O)C=1C2=C(NN1)CNC2)C(F)(F)F